COC(COCCCC#C)=O 2-pent-4-ynyloxyacetic acid methyl ester